4'-(chloromethyl)-3-methoxy-1,1'-biphenyl ClCC1=CC=C(C=C1)C1=CC(=CC=C1)OC